(1S)-1-[(2R)-4-(6-Amino-4-methoxypyridin-3-yl)piperazin-2-yl]ethan-1-ol NC1=CC(=C(C=N1)N1C[C@@H](NCC1)[C@H](C)O)OC